C1(=C(C=CC=C1)[C@@H]1N(CCCC1)C1=C(C(=O)N)C=CC=C1)C ((R)-2-(o-tolyl)piperidin-1-yl)benzamide